COCC1=C(N=CC=2NC3=CC=CC(=C3C21)OCC=2SC=CN2)C(=O)OC(C)C isopropyl 4-(methoxymethyl)-5-(thiazol-2-ylmethoxy)-9H-pyrido[3,4-b]indole-3-carboxylate